(2R,4S)-4-hydroxy-N-[4-(3-pyridyl)phenyl]pyrrolidine-2-carboxamide dihydrochloride Cl.Cl.O[C@H]1C[C@@H](NC1)C(=O)NC1=CC=C(C=C1)C=1C=NC=CC1